N1C=NC(=C1)C1CCNCC1 4-(1H-imidazole-4-yl)piperidine